2-[3-(4-cyclopropylpyrazol-1-yl)-1-[2-[[1-[2-(4-methylpiperazin-1-yl)-2-oxo-ethyl]pyrazol-4-yl]amino]-[1,2,4]triazolo[1,5-a]pyridin-8-yl]azetidin-3-yl]acetonitrile C1(CC1)C=1C=NN(C1)C1(CN(C1)C=1C=2N(C=CC1)N=C(N2)NC=2C=NN(C2)CC(=O)N2CCN(CC2)C)CC#N